N=1C=CN2N=CC3=C(C21)CCN3C(=O)N 8,9-dihydro-7H-imidazo[1,2-b]pyrrolo[3,2-d]pyridazine-7-carboxamide